benzyldimethyl-phenol C(C1=CC=CC=C1)C1=C(C(=C(C=C1)O)C)C